Sodium phenol salt C1(=CC=CC=C1)O.[Na]